B(OC1=C(C=CC=C1)CC)(OC1=C(C=CC=C1)CC)OC1=C(C=CC=C1)CC tri(2-ethylphenyl) borate